4-(2-morpholinoacetamido)benzamide O1CCN(CC1)CC(=O)NC1=CC=C(C(=O)N)C=C1